(Z)-3-((3,5-dimethyl-1H-pyrrol-2-yl)methylene)-N-(2-hydroxyethyl)-2-oxo-N-(prop-2-yn-1-yl)-1-(pyridin-2-ylmethyl)indole-6-carboxamide CC1=C(NC(=C1)C)\C=C\1/C(N(C2=CC(=CC=C12)C(=O)N(CC#C)CCO)CC1=NC=CC=C1)=O